1-[6-chloro-2-[3-(difluoromethoxy)-5-(difluoromethyl)pyrazol-1-yl]-3-pyridinyl]ethanone ClC1=CC=C(C(=N1)N1N=C(C=C1C(F)F)OC(F)F)C(C)=O